FC=1C=C(C=NC1)C1=NC(=C2N=CN(C2=N1)[C@H]1[C@@H]([C@@H]([C@H](O1)C(=O)NC([2H])([2H])[2H])O)O)NC([2H])([2H])[2H] (2S,3S,4R,5R)-5-(2-(5-fluoropyridin-3-yl)-6-((methyl-d3)amino)-9H-purin-9-yl)-3,4-dihydroxyl-N-(methyl-d3)tetrahydrofuran-2-carboxamide